methyl (S)-2-(4-nitroisoindolin-2-yl)-2-phenylacetate [N+](=O)([O-])C1=C2CN(CC2=CC=C1)[C@H](C(=O)OC)C1=CC=CC=C1